C(C)(C)(C)OC(NCCC=1C2=CN(N=C2C=C(C1N)Cl)C)=O tert-butyl(2-(5-amino-6-chloro-2-methyl-2H-indazol-4-yl)ethyl)carbamate